FC=1C(=C(C=CC1F)[C@H]1[C@@H](O[C@H]([C@H]1C)C)C(=O)NC1=CC(=NC=C1)C(=O)N)OC (2R,3S,4S,5S)-4-[[3-(3,4-Difluoro-2-methoxy-phenyl)-4,5-dimethyl-tetrahydrofuran-2-carbonyl]amino]pyridin-2-carboxamid